NC1CCN(CC1)C1=C(C=NC2=CC=C(C=C12)C=1C=NC=C(C1N)F)C1=CC(=CC(=C1)C)F 3-[4-(4-aminopiperidin-1-yl)-3-(3-fluoro-5-methylphenyl)quinolin-6-yl]-5-fluoropyridin-4-amine